N(=C=O)C(C)(C)C1=CC(=CC=C1)C(C)(C)N=C=O 1,3-bis(2-isocyanatoprop-2-yl)benzene